(S)-3-cyclopentyl-2-oxo-1,2,3,5-tetrahydro-4H-benzo[e][1,4]diazepine-4-carboxamide C1(CCCC1)[C@@H]1N(CC2=C(NC1=O)C=CC=C2)C(=O)N